ClC1=CC=C(C=C1)C[C@H]([C@@H](C(C)(C)C)O)N1N=CN=C1 |r| (2RS,3RS)-1-(4-chlorophenyl)-4,4-dimethyl-2-(1H-1,2,4-triazole-1-yl)pentan-3-ol